FC1=C2C(=NC=NC2=CC(=C1)OCCOC)NC1=CC=C(C=C1)N N-[5-fluoro-7-(2-methoxyethoxy)-4-quinazolinyl]-1,4-phenylenediamine